C(N)(=O)N=NC(C#N)(C)C 2-carbamoylazoisobutyronitrile